(2,4-dichloropyrimidin-5-yl)(pyrrolidin-1-yl)methanone ClC1=NC=C(C(=N1)Cl)C(=O)N1CCCC1